(6R)-6-benzyloxy-11,11-dimethyl-17-nitro-6,15-bis(trifluoromethyl)-10,19-dioxa-3,4,13,18-tetraazatricyclo[12.3.1.12,5]nonadeca-1(17),2,4,14(18),15-pentaene C(C1=CC=CC=C1)O[C@]1(C2=NN=C(C3=C(C=C(C(NCC(OCCC1)(C)C)=N3)C(F)(F)F)[N+](=O)[O-])O2)C(F)(F)F